CN(CCOC(=O)C=1SC(=CC1OCC)C1=NC=NC(=C1)NCCN1C(=CC2=C(C=CC(=C12)F)OC)C#N)C 5-{6-[2-(2-Cyano-7-fluoro-4-methoxy-indol-1-yl)-ethylamino]-pyrimidin-4-yl}-3-ethoxy-thiophene-2-carboxylic acid 2-dimethylamino-ethyl ester